ClC=1C(=C(C=CC1)C)[C@]1(CN(CC1)C(=O)OC(C)(C)C)NC1=CC=C2C=C(C=NC2=C1)C tert-butyl (R)-3-(3-chloro-2-tolyl)-3-(3-methyl-7-quinolylamino)-1-pyrrolidinecarboxylate